Phenyl ((1-(2-chloro-7,9-difluoro-5H-pyrimido[5,4-b]indol-4-yl)piperidin-4-yl)methyl)phosphonate ClC=1N=C(C=2NC=3C=C(C=C(C3C2N1)F)F)N1CCC(CC1)CP(OC1=CC=CC=C1)([O-])=O